N1N=NC(=C1)NC(=O)[O-] TRIAZOLCARBAMAT